1-(2-(4-cyclobutyl-2-methylphenyl)-2,3,4,5,5a,6,8,9-octahydro-7H-1,2,5,7-tetraazabenzo[cd]azulen-7-yl)prop-2-en-1-one C1(CCC1)C1=CC(=C(C=C1)N1N=C2CCN(CC3C2=C1CCN3)C(C=C)=O)C